3-(3,5-di-tert-butyl-4-hydroxy Phenyl)propionate C(C)(C)(C)C=1C=C(C=C(C1O)C(C)(C)C)CCC(=O)[O-]